C1(CCCCC1)NCC1=CC(=NC=C1)C=1C=C2CN(C(C2=CC1)=O)C1C(NC(CC1)=O)=O 3-(5-(4-((cyclohexylamino)methyl)pyridin-2-yl)-1-oxoisoindolin-2-yl)piperidine-2,6-dione